3-{3-methyl-2-oxo-5-[1-(piperidin-3-ylmethyl)piperidin-4-yl]-1,3-benzodiazol-1-yl}piperidine-2,6-dione CN1C(N(C2=C1C=C(C=C2)C2CCN(CC2)CC2CNCCC2)C2C(NC(CC2)=O)=O)=O